4'-bromobiphenyl-3-carboxylic acid BrC1=CC=C(C=C1)C1=CC(=CC=C1)C(=O)O